CC1=C(C(=O)NC=2SC(=CN2)[N+](=O)[O-])C=C(C=C1)C 2,5-dimethyl-N-(5-nitrothiazol-2-yl)benzamide